CC(CC(=O)OC)(CCC(=O)OC)C Dimethyl 3,3-dimethylhexanedioate